2-cyclopentyl-2,2-difluoroAcetic acid C1(CCCC1)C(C(=O)O)(F)F